FC([C@@H]1CC[C@H](CC1)C1=CC=C(C=N1)OCCN1CCC2(CS(C2)(=O)=O)CC1)(F)F 7-(2-((6-((trans)-4-(Trifluoromethyl)cyclohexyl)pyridin-3-yl)oxy)ethyl)-2-thia-7-azaspiro[3.5]nonane 2,2-dioxide